CC=1CNCC1 3-methyl-2,5-dihydro-1H-pyrrole